N1(CCOCC1)C=1C2=C(N=CN1)C=C(N2COCC[Si](C)(C)C)C2=CC=C(N)C=C2 4-[4-(morpholin-4-yl)-5-{[2-(trimethylsilyl)ethoxy]methyl}-5H-pyrrolo[3,2-d]pyrimidin-6-yl]aniline